1-(4-((4-(3-Hydroxy-2-(pyridin-2-yl)-4,5,6,7-tetrahydro-2H-indazol-5-yl)piperazin-1-yl)methyl)piperidin-1-yl)ethan-1-one OC=1N(N=C2CCC(CC12)N1CCN(CC1)CC1CCN(CC1)C(C)=O)C1=NC=CC=C1